S1SC(NC1=O)=O 1,2,4-dithiazolidine-3,5-dione